[N-]=C=S.C[C@@H](CC=1C=C(C(=CC1)C1=C(C=CC(=C1)F)F)C1=CC=CC=C1)CCC |r| DL-(+-)-4'-(beta-methylpentyl)-2,5-difluoroterphenyl isothiocyanate